N-[(1R,3S)-3-[(7R)-7-methoxy-5,6,7,8-tetrahydro-[1,2,4]triazolo[4,3-a]pyridin-3-yl]cyclohexyl]-4-(oxetan-3-yloxy)-5-(trifluoromethyl)pyrimidin-2-amine CO[C@H]1CC=2N(CC1)C(=NN2)[C@@H]2C[C@@H](CCC2)NC2=NC=C(C(=N2)OC2COC2)C(F)(F)F